C(C1=CC=CC=C1)O[P](=O)OCC1=CC=CC=C1 bis(benzyloxy)(oxo)-λ4-phosphane